tert-butyl (R)-(1-(5-(4-amino-1-(2,6-dichlorophenyl)-6-oxo-1,6-dihydropyrimidine-5-carboxamido)pyridin-3-yl)-3-methoxypropyl)carbamate NC=1N=CN(C(C1C(=O)NC=1C=C(C=NC1)[C@@H](CCOC)NC(OC(C)(C)C)=O)=O)C1=C(C=CC=C1Cl)Cl